tert-butyl 4'-hydroxy-4'H,6'H-spiro[piperidine-4,5'-pyrrolo[1,2-b]pyrazole]-1-carboxylate OC1C2(CN3N=CC=C31)CCN(CC2)C(=O)OC(C)(C)C